naphthalen-1-ol C1(=CC=CC2=CC=CC=C12)O